(1s,4s)-4-((2-((2-(1-(Cyclopropylsulfonyl)-1H-pyrazol-4-yl)pyrimidin-4-yl)amino)-5-(5-(hydroxymethyl)pyrazin-2-yl)pyridin-4-yl)amino)-1-methylcyclohexan-1-ol C1(CC1)S(=O)(=O)N1N=CC(=C1)C1=NC=CC(=N1)NC1=NC=C(C(=C1)NC1CCC(CC1)(O)C)C1=NC=C(N=C1)CO